C1(CC1)OC1=CC=C2C=C(C=C(C2=C1)CC1(CC1)N)F 1-((7-cyclopropoxy-3-fluoronaphthalen-1-yl)methyl)cyclopropan-1-amine